BrC=1C=C(C(=O)OCC)C=CC1Cl ethyl 3-bromo-4-chlorobenzoate